NC(=O)C1=CC=CC2=CN(N=C12)C1=CC=C(C=C1)NC(=O)C1[NH2+]CC1 2-[({4-[7-(aminocarbonyl)-2H-indazole-2-yl]phenyl}amino)carbonyl]azacyclobutanium